2,3,9,10,16,17,23,24-octacarboxyphthalocyanine C1=C2C(=CC(=C1C(=O)O)C(=O)O)C3=NC4=NC(=NC5=C6C=C(C(=CC6=C(N5)N=C7C8=CC(=C(C=C8C(=N7)N=C2N3)C(=O)O)C(=O)O)C(=O)O)C(=O)O)C9=CC(=C(C=C94)C(=O)O)C(=O)O